FC1=CC=C(C=C1)C=1N=CN(C1)C(C(=O)N1CCN(CC1)C(=O)OC(C)(C)C)C tert-butyl 4-{2-[4-(4-fluorophenyl)-1H-imidazol-1-yl]propanoyl}piperazine-1-carboxylate